B(OC1=CC=2C(CCC(C2C=C1)(C)C)(C)C)([O-])[O-].[Na+].[Na+] sodium (5,5,8,8-tetramethyl-5,6,7,8-tetrahydronaphthalen-2-yl) borate